7-chloro-5,6-difluoroquinazolin-4(3H)-one ClC1=C(C(=C2C(NC=NC2=C1)=O)F)F